OCN1N=NN(C1=S)C1=CC=CC=C1 1-(hydroxymethyl)-4-phenyl-1,4-dihydro-5H-tetrazole-5-thione